4-(5-(tributylstannyl)thiophen-2-yl)morpholine Magnesium [Mg].C(CCC)[Sn](C1=CC=C(S1)N1CCOCC1)(CCCC)CCCC